(3R,4R)-4-((5-fluoro-7-(6-methoxypyridin-2-yl)pyrrolo[2,1-f][1,2,4]triazin-2-yl)amino)-1-(methylsulfonyl)piperidin-3-ol FC=1C=C(N2N=C(N=CC21)N[C@H]2[C@@H](CN(CC2)S(=O)(=O)C)O)C2=NC(=CC=C2)OC